[C@H]12CN(C[C@@H]2C1C(=O)OCC)C(=O)OC(C)(C)C 3-tert-Butyl 6-ethyl (1R,5S,6r)-3-azabicyclo[3.1.0]hexane-3,6-dicarboxylate